FC(CO)(F)C=1C=C(C=CC1)[C@@H](C)NC(=O)C=1C=C(C(=C2C=NNC12)OC)C1CCN(CC1)C N-[(1R)-1-[3-(1,1-difluoro-2-hydroxyethyl)phenyl]ethyl]-4-methoxy-5-(1-methylpiperidin-4-yl)-1H-indazole-7-carboxamide